N-Fmoc-1,4-butanediamine hydrobromide Br.C(=O)(OCC1C2=CC=CC=C2C2=CC=CC=C12)NCCCCN